9-(4-Acetylpiperazin-1-yl)-10-(trifluoromethyl)pyrido[2,3-b]phenazine-5,12-dione C(C)(=O)N1CCN(CC1)C1=CC=C2N=C3C(C4=C(C(C3=NC2=C1C(F)(F)F)=O)N=CC=C4)=O